N-(2-amino-5-fluorophenyl)-7-azidoheptanamide NC1=C(C=C(C=C1)F)NC(CCCCCCN=[N+]=[N-])=O